4-(5-ethoxy-3-methylpyridin-2-yl)-N-(4-methylpyridin-2-yl)thiazol-2-amine C(C)OC=1C=C(C(=NC1)C=1N=C(SC1)NC1=NC=CC(=C1)C)C